bis(benzoyl)phenylphosphine oxide C(C1=CC=CC=C1)(=O)P(C1=CC=CC=C1)(C(C1=CC=CC=C1)=O)=O